N-[4,5-dichloro-6-(o-tolyl)pyrimidin-2-yl]-1-methyl-pyrazole-4-sulfonamide ClC1=NC(=NC(=C1Cl)C1=C(C=CC=C1)C)NS(=O)(=O)C=1C=NN(C1)C